The molecule is a long-chain alkane that is tridecane substituted by a methyl group at position 2. Metabolite observed in cancer metabolism. It has a role as a human metabolite. It derives from a hydride of a tridecane. CCCCCCCCCCCC(C)C